barium yttrium zirconium oxide [O-2].[Zr+4].[Y+3].[Ba+2]